[Si](C)(C)(C(C)(C)C)OC(C)C 2-((tert-butyldimethylsilyl)oxy)propane